[Si](C)(C)(C(C)(C)C)OCC=1NC(SC1)(CCCC/C=C/C=C/C=C/CCCCCCCC(=O)O)C1CCOCC1 4-(((tert-butyldimethylsilyl)oxy)methyl)-2-(tetrahydro-2H-pyran-4-yl)thiazoleβ-eleostearic acid